C(C)[C@@H](C(C)(C)C=1C=C(C=C(C1)O)O)CCCCC 5-[(3R)-3-Ethyl-2-methyloctan-2-yl]benzene-1,3-diol